4-methyl-2-(3-(3-(pyrrolidin-1-yl)benzoylamino)propionylamino)thiazole-5-carboxylic acid ethyl ester C(C)OC(=O)C1=C(N=C(S1)NC(CCNC(C1=CC(=CC=C1)N1CCCC1)=O)=O)C